(S)-2-(4-(6-((6-cyano-2-(difluoromethoxy)pyridin-3-yl)methoxy)pyridin-2-yl)-2,5-difluorobenzyl)-1-(oxetan-2-ylmethyl)-1H-benzo[d]imidazole-6-carboxylic acid C(#N)C1=CC=C(C(=N1)OC(F)F)COC1=CC=CC(=N1)C1=CC(=C(CC2=NC3=C(N2C[C@H]2OCC2)C=C(C=C3)C(=O)O)C=C1F)F